tert-butyl (S)-(3-methoxy-1-oxo-1-((quinolin-8-ylmethyl)amino)propan-2-yl)carbamate COC[C@@H](C(NCC=1C=CC=C2C=CC=NC12)=O)NC(OC(C)(C)C)=O